NCC1CN(CCC1)CC1CCN(CC1)C1=CC=C(C=C1)[C@H]1C(NC(CC1)=O)=O (3S)-3-(4-(4-((3-(aminomethyl)piperidin-1-yl)methyl)piperidin-1-yl)phenyl)piperidine-2,6-dione